CN(CCCN1C2=C(N=C(C3=C1C=CC=C3)C3=CC=CC=C3)C=CC=N2)C 11-(3-dimethylaminopropyl)-6-phenyl-11H-pyrido[2,3-B][1,4]benzodiazepine